(R)-9-chloro-N-((2-(6-(difluoromethyl)-2-ethoxypyridin-3-yl)-1,6-naphthyridin-7-yl)methyl)-4-fluoro-3,4-dihydro-2H-benzo[b][1,4]oxathiepine-7-carboxamide 5,5-dioxide ClC1=CC(=CC2=C1OCC[C@@H](S2(=O)=O)F)C(=O)NCC2=NC=C1C=CC(=NC1=C2)C=2C(=NC(=CC2)C(F)F)OCC